FC(C(C(C(C(F)(F)F)(C(F)(F)F)F)O)(F)F)(F)F 1,1,1,2,2,4,5,5,5-nonafluoro-4-(trifluoromethyl)-3-pentanol